CC1NCCOC1C1=CC=CC=C1 3-methyl-2-phenylmorpholine